CC=1NSC2=C(C1)C=CC=C2 3-methylbenzothiazine